2-butyl-1,3-butadiene C(CCC)C(=C)C=C